C(CCC)NC(=O)N1C(=NC2=NC(=CC=C21)C=2C=NC=NC2)OC N-butyl-2-methoxy-5-(pyrimidin-5-yl)-1H-imidazo[4,5-b]pyridine-1-carboxamide